2-(3-ethoxy-5-ethylsulfanyl-4-methoxyphenyl)ethylamine C(C)OC=1C=C(C=C(C1OC)SCC)CCN